tert-butyl (R)-(4-fluoro-1-hydroxybutan-2-yl)carbamate FCC[C@H](CO)NC(OC(C)(C)C)=O